6-(1-(1-((2,4-difluorophenyl)methyl-d2)-2-oxopyrrolidin-3-yl)-3-fluoropiperidin-4-yl)benzo[d]oxazol-2(3H)-one FC1=C(C=CC(=C1)F)C(N1C(C(CC1)N1CC(C(CC1)C1=CC2=C(NC(O2)=O)C=C1)F)=O)([2H])[2H]